COC=1C=NC=2N(C1)N=CC2C(=O)O 6-Methoxypyrazolo[1,5-a]pyrimidine-3-carboxylic acid